BrC1=CC=C(C=C1)C(CCC(=O)OC(C)C)=O isopropyl 4-(4-bromophenyl)-4-oxobutyrate